C1(CC1)C1=C(C=CC(=C1)OC(C)C)[N+](=O)[O-] 2-cyclopropyl-1-nitro-4-(propan-2-yloxy)benzene